tert-butyl (R)-(1-((2-((6-(4-morpholino-7-((2-(trimethylsilyl)ethoxy)methyl)-7H-pyrrolo[2,3-d]pyrimidin-6-yl)pyridin-3-yl)carbamoyl)pyridin-4-yl)methyl)piperidin-3-yl)carbamate O1CCN(CC1)C=1C2=C(N=CN1)N(C(=C2)C2=CC=C(C=N2)NC(=O)C2=NC=CC(=C2)CN2C[C@@H](CCC2)NC(OC(C)(C)C)=O)COCC[Si](C)(C)C